C(#N)CN1N=CC2=CC=C(C=C12)COC1=CC=CC(=N1)C1CCN(CC1)CC1=NC2=C(N1C[C@H]1OCC1)C=C(C=C2)C(=O)OC(C)(C)C Tert-butyl (S)-2-((4-(6-((1-(cyanomethyl)-1H-indazol-6-yl) methoxy) pyridin-2-yl) piperidin-1-yl) methyl)-1-(oxetan-2-ylmethyl)-1H-benzo[d]imidazole-6-carboxylate